2-(1-((2-(3,5-dichloro-phenyl)-6-((2-(hexahydro-pyrrolo[3,4-c]pyrrol-2(1H)-yl)pyrimidin-5-yl)oxy)pyridin-4-yl)methyl)piperidin-4-yl)acetic acid ClC=1C=C(C=C(C1)Cl)C1=NC(=CC(=C1)CN1CCC(CC1)CC(=O)O)OC=1C=NC(=NC1)N1CC2CNCC2C1